2'-chloro-4'-[(1-methylcyclopropyl)amino]-6',7'-dihydrospiro[cyclopentane-1,5'-pyrrolo[2,3-d]pyrimidin]-6'-one ClC=1N=C(C2=C(N1)NC(C21CCCC1)=O)NC1(CC1)C